4-(6-bromo-4-nitropyridin-2-yl)-2,6-dimethylmorpholine-2,3,3,5,5,6-d6 BrC1=CC(=CC(=N1)N1C(C(OC(C1([2H])[2H])([2H])C)([2H])C)([2H])[2H])[N+](=O)[O-]